methyl 6-(4-(1-(3,4-difluorophenyl)-3,3-dimethyl-2,3-dihydro-1H-pyrrolo[3,2-b]pyridine-5-carbonyl)-3,3-dimethylpiperazin-1-yl)-2,4-dimethylnicotinate FC=1C=C(C=CC1F)N1CC(C2=NC(=CC=C21)C(=O)N2C(CN(CC2)C2=NC(=C(C(=O)OC)C(=C2)C)C)(C)C)(C)C